Cl.FCCCN1CC(C1)CC1=CC=C(C=C1)C1=C(CCCC2=C1C=CC(=C2)C(=O)O)C2=CC(=C(C=C2)C(F)(F)F)OC 9-(4-((1-(3-fluoropropyl)azetidin-3-yl)methyl)phenyl)-8-(3-methoxy-4-(trifluoromethyl)phenyl)-6,7-dihydro-5H-benzo[7]annulene-3-carboxylic acid, hydrochloride